C(#N)/C(/C(=O)N[C@H]1C(O[C@@H]([C@H]([C@@H]1O)O)CO)O)=C\C1=CC2=CC=C(C=C2C=C1)N1CCCCC1 (E)-2-cyano-3-(6-(piperidin-1-yl)naphthalen-2-yl)-N-((3R,4R,5S,6R)-2,4,5-trihydroxy-6-(hydroxymethyl)tetrahydro-2H-pyran-3-yl)acrylamide